6,8,11-trihydroxy-1-methoxy-5,12-naphthacenedione OC1=C2C(C=3C=CC=C(C3C(C2=C(C2=CC=C(C=C12)O)O)=O)OC)=O